(R)-N-((S)-4-hydroxy-3-oxo-1-((R)-2-oxopyrrolidin-3-yl)butan-2-yl)-2-(9-hydroxy-9H-fluorene-9-carbonyl)-2-azabicyclo[2.2.2]octane-3-carboxamide OCC([C@H](C[C@@H]1C(NCC1)=O)NC(=O)[C@@H]1N(C2CCC1CC2)C(=O)C2(C1=CC=CC=C1C=1C=CC=CC21)O)=O